The molecule is an acetylenic fatty acid anion and the conjugate base of propynoic acid, arising from deprotonation of the carboxylic acid group. It is a monocarboxylic acid anion, an acetylenic fatty acid anion and a short-chain fatty acid anion. It is a conjugate base of a propynoic acid. C#CC(=O)[O-]